S(=O)(=O)(O)N(N)Cl sulfochlorohydrazine